N-methyliminodiethanol CN(CCO)CCO